N-(5-chlorothiazol-2-yl)-2-(3,3-difluorocyclopentyl)-2-(4-(2-(2,2,2-trifluoroethyl)-2H-tetrazol-5-yl)phenyl)acetamide ClC1=CN=C(S1)NC(C(C1=CC=C(C=C1)C=1N=NN(N1)CC(F)(F)F)C1CC(CC1)(F)F)=O